N-(2-chlorophenyl)quinolin-4-amine ClC1=C(C=CC=C1)NC1=CC=NC2=CC=CC=C12